5-[3-(5-oxo-4H-[1,2,4]oxadiazol-3-yl)phenyl]-1H-naphtho[1,2-b][1,4]diazepine-2,4(3H,5H)-dione O=C1NC(=NO1)C=1C=C(C=CC1)N1C2=C(NC(CC1=O)=O)C1=CC=CC=C1C=C2